4-(1,1-Difluoroethyl)benzenesulfonyl chloride FC(C)(F)C1=CC=C(C=C1)S(=O)(=O)Cl